(R)-(3-(difluoromethyl)-1-methyl-1H-pyrazol-5-yl)(4-(7-methylpyrazolo[1,5-a]pyridin-2-yl)-6,7-dihydro-1H-imidazo[4,5-c]pyridin-5(4H)-yl)methanone FC(C1=NN(C(=C1)C(=O)N1[C@H](C2=C(CC1)NC=N2)C2=NN1C(C=CC=C1C)=C2)C)F